ClCCN(CCCCCCCC(=O)OC(CCCCCCCC)CCCCCCCC)CCCCCC(=O)OC(CCCCCCCCCC)CC 1-octylnonyl 8-[2-chloroethyl-[6-(1-ethylundecoxy)-6-oxo-hexyl]amino]octanoate